6,7-dichloro-3-[(6-chloro-3-pyridyl)methyl]-4,9-dihydro-1H-pyrrolo[3,2-h][2,1,3]benzothiadiazine 2,2-dioxide ClC=1C2=C(C3=C(CN(S(N3)(=O)=O)CC=3C=NC(=CC3)Cl)C1)NC=C2Cl